CC1=C(C(=CC=C1)C)C=1C=C(C=NC1)[C@H](CC(=O)O)NC([C@H](C(C)C)N1C(C=C(C=C1)C)=O)=O (S)-3-(5-(2,6-dimethylphenyl)pyridin-3-yl)-3-((S)-3-methyl-2-(4-methyl-2-oxopyridin-1(2H)-yl)butanamido)propanoic acid